2-(4-(((1r,3r)-3-hydroxycyclohexyl)amino)phthalazin-1-yl)-5-(trifluoromethyl)phenol O[C@H]1C[C@@H](CCC1)NC1=NN=C(C2=CC=CC=C12)C1=C(C=C(C=C1)C(F)(F)F)O